ClC=1C=C(OCC(=O)NC[C@H](C)F)C=CC1C=1N(C2=NC=NC(=C2N1)OC1(CC1)C)CC1=NC=CC(=C1)C (S)-2-(3-chloro-4-(6-(1-methylcyclopropoxy)-9-((4-methylpyridin-2-yl)methyl)-9H-purin-8-yl)phenoxy)-N-(2-fluoropropyl)acetamide